tert-butyl (S)-(1-((4-(1,4-dimethyl-6-oxo-1,6-dihydropyridin-3-yl)phenyl)amino)-1-oxo-3,3-diphenylpropan-2-yl)carbamate CN1C=C(C(=CC1=O)C)C1=CC=C(C=C1)NC([C@H](C(C1=CC=CC=C1)C1=CC=CC=C1)NC(OC(C)(C)C)=O)=O